azeloyl diglycinate NCC(=O)OC(CCCCCCCC(=O)OC(CN)=O)=O